3-[(20-amino-3,6,9,12,15,18-hexaoxaeicosan-1-yl)oxy]-N-(prop-2-ynyl)propanamide NCCOCCOCCOCCOCCOCCOCCOCCC(=O)NCC#C